ClC1=CC=C2C=CN=C(C2=C1)NC=1C=CC(=NC1)C(=O)NCC(N1CCCC1)C=1C=NC=CC1 5-((7-Chloroisoquinolin-1-yl)amino)-N-(2-(pyridin-3-yl)-2-(pyrrolidin-1-yl)ethyl)picolinamide